tert-butyl (2-(2-(2-((tetrahydro-2H-pyran-2-yl)oxy)ethoxy)ethoxy)ethyl)carbamate O1C(CCCC1)OCCOCCOCCNC(OC(C)(C)C)=O